F[C@@H]1CNCC[C@@H]1NC1=NC=C(C(=N1)C=1N=CNC1)C(F)(F)F N-((3R,4S)-3-fluoropiperidin-4-yl)-4-(1H-imidazol-4-yl)-5-(trifluoromethyl)pyrimidin-2-amine